(S)-4-(4-acryloyl-3-(cyanomethyl)piperazin-1-yl)-7-(8-methylnaphthalen-1-yl)-5,6,7,8-tetrahydropyrido[3,4-d]pyrimidine-2-carboxylic acid C(C=C)(=O)N1[C@H](CN(CC1)C=1C2=C(N=C(N1)C(=O)O)CN(CC2)C2=CC=CC1=CC=CC(=C21)C)CC#N